4-bromo-N-(4-bromo-3-trifluoromethoxy-phenyl)-3-fluoro-benzamide BrC1=C(C=C(C(=O)NC2=CC(=C(C=C2)Br)OC(F)(F)F)C=C1)F